C(CCC)[Sn](CC(=C)C)(CCCC)CCCC tributyl(2-methylallyl)stannane